6,6-dimethyl-3-((2-methylthieno[3,2-d]pyrimidin-4-yl)amino)-4,6-dihydropyrrolo[3,4-c]pyrazole-5(1H)-carboxamide CC1(N(CC2=C1NN=C2NC=2C1=C(N=C(N2)C)C=CS1)C(=O)N)C